4-(2-fluoro-5-nitrophenyl)-2,6-dimethylpyridine FC1=C(C=C(C=C1)[N+](=O)[O-])C1=CC(=NC(=C1)C)C